C(#N)C1=C(NC(=C1C)C)NC(COC=1C=CC=C2C(=NN(C12)C)C1C(NC(CC1)=O)=O)=O N-(3-Cyano-4,5-dimethyl-1H-pyrrol-2-yl)-2-((3-(2,6-dioxopiperidin-3-yl)-1-methyl-1H-indazol-7-yl)oxy)acetamide